FC1(CC(C1)CN1N=C(C(=C1C(=O)OCC)C)OC(F)(F)F)F ethyl 1-[(3,3-difluorocyclobutyl)methyl]-4-methyl-3-(trifluoromethoxy)-1H-pyrazole-5-carboxylate